N-[2-[[5-chloro-2-[5-ethyl-2-methoxy-4-(4-piperazin-1-yl-1-piperidyl)anilino]pyrimidine-4-yl]amino]-3-methoxy-phenyl]methanesulfonamide ClC=1C(=NC(=NC1)NC1=C(C=C(C(=C1)CC)N1CCC(CC1)N1CCNCC1)OC)NC1=C(C=CC=C1OC)NS(=O)(=O)C